4,6-dimethoxy-2-phenylbenzoxazole COC1=CC(=CC2=C1N=C(O2)C2=CC=CC=C2)OC